CN1N=C2C=CC(=C(C2=C1)C)C1=CC=C(N=N1)NC1C[C@@H]2[C@@H](CN(C2)CC2CCOCC2)C1 (3aR,5s,6aS)-N-(6-(2,4-dimethyl-2H-indazol-5-yl)pyridazin-3-yl)-2-((tetrahydro-2H-pyran-4-yl)methyl)octahydrocyclopenta[c]pyrrol-5-amine